C1(CC1)CN(C(C1=CC(=CC(=C1)C(F)(F)F)C(F)(F)F)=O)C(C)C1=NC=CN=C1N1N=CC(=N1)C=1C=NC=CC1 N-(cyclopropylmethyl)-N-[1-[3-[4-(3-pyridyl)triazol-2-yl]pyrazin-2-yl]ethyl]-3,5-bis(trifluoromethyl)benzamide